C(C)(=O)NC=1C=CC=C(C1)O 5-acetamidophenol